methyl 7-bromo-5-chloro-3H-benzotriazole-4-carboxylate BrC1=CC(=C(C2=C1N=NN2)C(=O)OC)Cl